ferrous trifluoroacetate hydrate O.FC(C(=O)[O-])(F)F.[Fe+2].FC(C(=O)[O-])(F)F